TANTALUM-TUNGSTEN [W].[Ta]